F[C@@H]1[C@H]2CC[C@@H](C[C@@H]1N(C)C=1N=NC(=CN1)C1=C(C=C(C=C1)C=1C=NNC1)O)N2C(=O)OC(C)(C)C tert-butyl (1r,2s,3s,5s)-2-fluoro-3-((6-(2-hydroxy-4-(1H-pyrazol-4-yl) phenyl)-1,2,4-triazin-3-yl) (methyl) amino)-8-azabicyclo[3.2.1]octane-8-carboxylate